NC1=NC(=C(C=C1C=1C=C2CCNC(C2=CC1F)=O)C1=CC(=C(C=C1)C1CCOCC1)CN1CCC(CC1)OC)F 6-(2-amino-6-fluoro-5-(3-((4-methoxypiperidin-1-yl)methyl)-4-(tetrahydro-2H-pyran-4-yl)phenyl)pyridin-3-yl)-7-fluoro-3,4-dihydroisoquinolin-1(2H)-one